FC=1C(=C(C=O)C=C(C1)C(=O)N1CCC2(CC1)OCC1=CC=C(C=C12)N1CCCC1)O 3-fluoro-2-hydroxy-5-(6-(pyrrolidin-1-yl)-3H-spiro[isobenzofuran-1,4'-piperidine]-1'-carbonyl)benzaldehyde